FC=1C=C(C=CC1F)[C@H]1[C@@H](CN(C1)CCOC)NC(NC1=C(C(=NN1C1=CC=CC=C1)C(=O)N(C)C)C)=O 5-(3-((3S,4R)-4-(3,4-difluorophenyl)-1-(2-methoxyethyl)pyrrolidin-3-yl)ureido)-N,N,4-trimethyl-1-phenyl-1H-pyrazole-3-carboxamide